6-{4-[1-(Propan-2-yl)piperidin-4-yl]-1,4-diazepan-1-yl}-N-(pyridin-2-yl)pyridine-2-carboxamide CC(C)N1CCC(CC1)N1CCN(CCC1)C1=CC=CC(=N1)C(=O)NC1=NC=CC=C1